NC1=NC(=CC(=N1)N1CCC2(C[C@H](NC2)C(=O)OCC)CC1)O[C@@H](C(F)(F)F)C1=C(C=C(C=C1)C=1C=C2C=CC=NC2=CC1)C1=CC(=CC=C1)S(=O)(=O)C (S)-ethyl 8-(2-amino-6-((R)-2,2,2-trifluoro-1-(3'-(methylsulfonyl)-5-(quinolin-6-yl)-[1,1'-biphenyl]-2-yl)ethoxy)pyrimidin-4-yl)-2,8-diazaspiro[4.5]decane-3-carboxylate